BrC1=CC=C(C=N1)C(=O)Cl 6-Bromo-3-pyridinecarbonyl chloride